C(C)(=O)O[C@@H]1CC2=CC[C@H]3[C@@H]4CC(C([C@@]4(C)CC[C@@H]3[C@]2(CC1)C)CNCC1(C(C=CC=C1)Cl)Cl)=O 17-(1,2-dichlorobenzylaminomethyl)-16-oxo-androsta-5-en-3beta-ol acetate